cetylpalmitate C(CCCCCCCCCCCCCCC)OC(CCCCCCCCCCCCCCC)=O